2-PYRIDIN-4-YLCYCLOPROPANECARBOXALDEHYDE N1=CC=C(C=C1)C1C(C1)C=O